BrC=1C(=CC(=NC1)NC(OC(C)(C)C)=O)C#N Tert-Butyl (5-bromo-4-cyanopyridin-2-yl)carbamate